C(C)OC(=O)C=1CN(CC1)CC1=CC=CC=C1 1-benzyl-2,5-dihydro-1H-pyrrole-3-carboxylic acid ethyl ester